2-[(4-bromo-2,3,6-trifluoro-5-methyl-phenoxy)methoxy]ethyl-trimethyl-silane BrC1=C(C(=C(OCOCC[Si](C)(C)C)C(=C1C)F)F)F